FC1=CC=C(C=C1)[C@H](C1=CC=C(C(=O)N)C=C1)OC1=CC=C2C(CCOC2=C1C)=O (S)-4-((4-Fluorophenyl)((8-methyl-4-oxochroman-7-yl)oxy)methyl)benzamide